C(C)N(C1=CC(=C(C(=O)C2=C(C(=O)N3CCN(CC3)C(=O)C3=C(C=CC=C3)C(=O)C3=C(C=C(C=C3)N(CC)CC)O)C=CC=C2)C=C1)O)CC (2-{4-[2-(4-diethylamino-2-hydroxybenzoyl)-benzoyl]-piperazine-1-carbonyl}-phenyl)-(4-diethylamino-2-hydroxyphenyl)-methanone